[8-(6-chloro-4-cyclopentylsulfonyl-2-pyridyl)-3,8-diazabicyclo[3.2.1]octan-3-yl]-(2-chloro-4-fluoro-phenyl)methanone ClC1=CC(=CC(=N1)N1C2CN(CC1CC2)C(=O)C2=C(C=C(C=C2)F)Cl)S(=O)(=O)C2CCCC2